N(=[N+]=[N-])CC(=O)NC=1SC2=C(N1)C=CC=C2 2-azido-N-(benzo[d]thiazol-2-yl)acetamide